(4-hydroxy-4-methyl-1-piperidinyl)methanone manganese titanium sodium pyrophosphate [O-]P([O-])(=O)OP(=O)([O-])[O-].[Na+].[Ti+4].[Mn+2].OC1(CCN(CC1)C=O)C